1-(3-aminopropyl)pyridine bromide [Br-].NCCCN1CC=CC=C1